12-dodecanethiol CCCCCCCCCCCCS